C(C)C=1C=C(C=CC1NC1=NNC(=C1)C1=CC=C(C=C1)O)NC(C)=O N-(3-ethyl-4-((5-(4-hydroxyphenyl)-1H-pyrazol-3-yl)amino)phenyl)acetamide